((3R,5R)-3-amino-5-fluoropiperidin-1-yl)(2-(3-ethyl-4,5-dihydro-3H-2a,5,6-triazaacenaphthylen-2-yl)-7-fluoro-1-methyl-1H-benzo[d]imidazol-5-yl)methanone N[C@H]1CN(C[C@@H](C1)F)C(=O)C1=CC2=C(N(C(=N2)C2=CC=3C=CN=C4NCC(N2C34)CC)C)C(=C1)F